tert-butyl 4-(((5-chloro-8-hydroxyquinolin-7-yl)(pyridin-3-yl)methyl)carbamoyl)piperidine-1-carboxylate ClC1=C2C=CC=NC2=C(C(=C1)C(C=1C=NC=CC1)NC(=O)C1CCN(CC1)C(=O)OC(C)(C)C)O